C1(CCC1)C(=C)C1=CC=C(C=C1)[SiH](C)C (4-(1-cyclobutylvinyl)phenyl)dimethylsilane